PO.C(=C)C1=CC=CC=C1.C(=C)C1=CC=CC=C1.C(=C)C1=CC=CC=C1 tris(4-vinylbenzene) phosphinite